O1COC2=C1C=CC(=C2)OCC(=O)N(CC=2OC=CC2)CC 2-(benzo[d][1,3]dioxol-5-yloxy)-N-ethyl-N-(furan-2-ylmethyl)acetamide